FC(S(=O)(=O)OC=1CC(OCC1)C)(F)F 2-methyl-3,6-dihydro-2H-pyran-4-yl trifluoromethanesulfonate